4'-(difluoromethyl)[1,1'-biphenyl]-2-carboxylic acid FC(C1=CC=C(C=C1)C=1C(=CC=CC1)C(=O)O)F